(4-((6-carbamoyl-2-ethyl-1H-benzo[d]imidazol-1-yl)methyl)phenyl)boronic acid C(N)(=O)C=1C=CC2=C(N(C(=N2)CC)CC2=CC=C(C=C2)B(O)O)C1